5-(1-(3,5-Dichloropyridin-4-yl)ethoxy)-N-(4-(Morpholinomethyl)phenyl)-1H-Indazol-3-Carboxamid ClC=1C=NC=C(C1C(C)OC=1C=C2C(=NNC2=CC1)C(=O)NC1=CC=C(C=C1)CN1CCOCC1)Cl